1-((5-methylthiophen-2-yl)sulfonyl)-1H-pyrazole CC1=CC=C(S1)S(=O)(=O)N1N=CC=C1